C(C)(C)NC1CCCCC1 isopropyl-Cyclohexylamine